C(C)(C)(C)C=1C(=C(C(=NC1)C1(CC1)OC)C=1CC=NCC1)C tert-Butyl-2-(1-methoxycyclopropyl)-4-methyl-3',6'-dihydro-[3,4'-bipyridine]